1-(5-(4-amino-1-(azetidin-3-yl)-1H-pyrazolo[3,4-d]pyrimidin-3-yl)imidazo[1,2-a]pyridin-8-yl)-3-(5-(1-(trifluoromethyl)cyclopropyl)isoxazol-3-yl)urea NC1=C2C(=NC=N1)N(N=C2C2=CC=C(C=1N2C=CN1)NC(=O)NC1=NOC(=C1)C1(CC1)C(F)(F)F)C1CNC1